FC(COC1=CC=CC(=N1)C=O)(F)F [6-(2,2,2-trifluoroethoxy)pyridin-2-yl]methanone